C(C)(C)(C)C1=C(C=C(C=C1)NC([C@@H](C1CCOCC1)NC([C@H](C)O)=O)=O)Cl (2S)-N-((1R)-2-((4-tert-butyl-3-chlorophenyl)amino)-2-oxo-1-(tetrahydro-2H-pyran-4-yl)ethyl)-2-hydroxypropanamide